CSCC[C@@H](C(=O)[O-])NC(=O)C[NH3+] The molecule is a peptide zwitterion obtained by transfer of a proton from the carboxy to the amino terminus of Gly-Met. It is a tautomer of a Gly-Met.